OC(COC(CCCCCCCCCCC)=O)CO dodecanoic acid 2,3-dihydroxypropyl ester